FC=1C=C(C=C(C1CNC[C@@H]1CCC(N1)=O)OC)C1=C(C(=CC=C1)C1=C(C(=CC=C1)NC1=NC=CC=2C1=NC=CN2)C)C (S)-5-((((3-fluoro-5-methoxy-2',2''-dimethyl-3''-(pyrido[3,4-b]pyrazin-5-ylamino)-[1,1':3',1''-terphenyl]-4-yl)methyl)amino)methyl)pyrrolidin-2-one